tert-butyl {4-[2-(4-fluorophenyl)-3-(pyridin-4-yl)-6,7-dihydropyrazolo[1,5-a]pyrazin-5(4H)-yl]-4-oxobut-2-yn-1-yl}carbamate FC1=CC=C(C=C1)C1=NN2C(CN(CC2)C(C#CCNC(OC(C)(C)C)=O)=O)=C1C1=CC=NC=C1